4,4'-(2-nitrotrimethylene)dimorpholine [N+](=O)([O-])C(CN1CCOCC1)CN1CCOCC1